3-(2-cyanoethoxy)-N-methyl-4-{[3-(4-{[(1S,4S)-4-{2-oxa-6-azaspiro[3.3]heptan-6-yl}cyclohexyl]amino}-1-(2,2,2-trifluoroethyl)-1H-indol-2-yl)prop-2-yn-1-yl]amino}benzamide C(#N)CCOC=1C=C(C(=O)NC)C=CC1NCC#CC=1N(C2=CC=CC(=C2C1)NC1CCC(CC1)N1CC2(COC2)C1)CC(F)(F)F